[Si]12(OCCN(CCO1)CCO2)CCCN(CCN(CCN(C)C)C)C N-[3-(2,8,9-trioxa-5-aza-1-Silabicyclo[3.3.3]undecane-1-yl)propyl]-N,N',N',3-tetramethyl-3-azapentane-1,5-diamine